N1(CCOCC1)CC1=CC=C(C=C1)N1N=C2C(=CC=CC2=C1)C(=O)N 2-[4-(morpholine-4-ylmethyl)phenyl]-2H-indazole-7-carboxamide